C1(CCCC1)C1=CC=C(C(=O)NNC(=S)CC(=O)N)C=C1 (2-(4-cyclopentylbenzoyl)hydrazine-1-thiocarbonyl)acetamide